C1(CC1)COC(=O)N1C[C@H]([C@H](C1)OC1=CC(=C2C(=N1)C(=CS2)C(NC)=O)C(F)(F)F)F |r| (+/-)-cis-3-fluoro-4-((3-(methylcarbamoyl)-7-(trifluoromethyl)thieno[3,2-b]pyridin-5-yl)oxy)pyrrolidine-1-carboxylic acid cyclopropylmethyl ester